racemic-((1s,2s)-2-(((tert-butyldiphenylsilyl)oxy)methyl)-1-fluorocyclopropyl)methanol [Si](C1=CC=CC=C1)(C1=CC=CC=C1)(C(C)(C)C)OC[C@H]1[C@](C1)(F)CO |r|